FC(C1CCCO1)(F)F 5-(trifluoromethyl)tetrahydrofuran